1,2,4-triazole-5-one N1=NC=NC1=O